C(C)(C)(C)OC(=O)N1C[C@@H](N(CC1)C=1C2=C(N=CN1)N(C=C2C(=O)OC)C2=CC(=CC=C2)Cl)C (3S)-4-[7-(3-chlorophenyl)-5-(methoxycarbonyl)-7H-pyrrolo[2,3-d]pyrimidin-4-yl]-3-methylpiperazine-1-carboxylic acid tert-butyl ester